Sebaconitril C(CCCCCCCCC#N)#N